CC(C(=O)N1C2=CC=CC=C2SC3=CC=CC=C31)[N+]4(CCCC4)C The molecule is a member of the class of phenothiazines that is 10H-phenothiazine which is substituted by a 2-(1-methylpyrrolidin-1-ium-1-yl)propanoyl group at position 10. It is a member of phenothiazines, a tertiary carboxamide and a quaternary ammonium ion.